C(CCC=C)(=O)N[C@@H](COCCC)C(=O)O N-(pent-4-enoyl)-O-propyl-L-serin